(N-([1,1'-biphenyl]-4-ylmethyl)-[1,1'-biphenyl]-4-sulfonylamino)benzofuran-2-carboxylic acid C1(=CC=C(C=C1)CN(S(=O)(=O)C1=CC=C(C=C1)C1=CC=CC=C1)C1=C(OC2=C1C=CC=C2)C(=O)O)C2=CC=CC=C2